N-(2,4-dimethoxybenzyl)-4-((diphenylmethylene)amino)-1-methyl-1H-pyrazolo[3,4-c]pyridin-7-amine COC1=C(CNC=2N=CC(=C3C2N(N=C3)C)N=C(C3=CC=CC=C3)C3=CC=CC=C3)C=CC(=C1)OC